phospho-3-phospho-L-serine P(=O)(O)(O)N[C@@H](COP(=O)(O)O)C(=O)O